2-{4-[5-({[4-(Aminomethyl)phenyl]methyl}(methyl)amino)-1-benzoyl-4-methoxy-1H-pyrazol-3-yl]-3-methylpiperidin-1-yl}-1-(morpholin-4-yl)ethan-1-on NCC1=CC=C(C=C1)CN(C1=C(C(=NN1C(C1=CC=CC=C1)=O)C1C(CN(CC1)CC(=O)N1CCOCC1)C)OC)C